C(C)OCC1(CCC(CC1)C1=C2N(N=C1CN(CCNC)C)CC1(C2)CC1)COCC N1-((3'-(4,4-bis(ethoxymethyl)cyclohexyl)-4'H,6'H-spiro[cyclopropane-1,5'-pyrrolo[1,2-b]pyrazol]-2'-yl)methyl)-N1,N2-dimethylethane-1,2-diamine